(R)-(6-hydroxy-2-(4-hydroxyphenyl)benzo[b]thiophen-3-yl)(4-((1-(prop-2-yn-1-yl)pyrrolidin-3-yl)oxy)phenyl)methanone OC=1C=CC2=C(SC(=C2C(=O)C2=CC=C(C=C2)O[C@H]2CN(CC2)CC#C)C2=CC=C(C=C2)O)C1